butyl 4-(6-((4-(2-chlorophenyl)thiazol-2-yl)carbamoyl)nicotinoyl)piperazine-1-carboxylate ClC1=C(C=CC=C1)C=1N=C(SC1)NC(=O)C1=NC=C(C(=O)N2CCN(CC2)C(=O)OCCCC)C=C1